C(C)(C)(C)OC(N[C@H]1C[C@@H](OC[C@@H]1S(=O)(=O)C)C(=O)N1[C@H](C2=CC=CC=C2CC1)C1=CC=C(C=C1)F)=O ((2R,4S,5R)-2-((S)-1-(4-fluorophenyl)-1,2,3,4-tetrahydroisoquinoline-2-carbonyl)-5-(methylsulfonyl)tetrahydro-2H-pyran-4-yl)carbamic acid tert-butyl ester